methyl (2S)-2-[[(2S)-2-[(5-chloro-4-methoxy-1H-indole-2-carbonyl)amino]-4,4-dimethyl-pentanoyl] amino]-3-[(3S)-2-oxo-3-piperidyl]propanoate ClC=1C(=C2C=C(NC2=CC1)C(=O)N[C@H](C(=O)N[C@H](C(=O)OC)C[C@H]1C(NCCC1)=O)CC(C)(C)C)OC